CN1CN=NC1 4-methyl-1,2,4-triazoline